1-(2-(dimethylamino)ethyl)propane-1,3-diamine CN(CCC(CCN)N)C